(Z)-N-((2-(2,6-dioxopiperidin-3-yl)-1-oxoisoindolin-5-yl)methyl)-2-(4-(2-(4-(1-(4-hydroxyphenyl)-2-phenylbut-1-en-1-yl)phenoxy)ethyl)piperazin-1-yl)acetamide O=C1NC(CCC1N1C(C2=CC=C(C=C2C1)CNC(CN1CCN(CC1)CCOC1=CC=C(C=C1)\C(=C(\CC)/C1=CC=CC=C1)\C1=CC=C(C=C1)O)=O)=O)=O